2-(benzoyloxy)pentafluoropropane C(C1=CC=CC=C1)(=O)OC(C(F)(F)F)(CF)F